C(C1=CC=CC=C1)(=O)OCCCCCC(C)C Isooctyl benzoate